1-(2,6-difluoro-4-(phenylethynyl)phenyl)-5-iodo-3,3-dimethyl-1H-imidazo[1,2-a]Imidazol-2(3H)-one FC1=C(C(=CC(=C1)C#CC1=CC=CC=C1)F)N1C=2N(C(C1=O)(C)C)C(=CN2)I